3-bromo-1-(3-(dimethylamino)propyl)-2-methyl-1,5,6,7,8,9-hexahydrocyclohepta[b]pyrrolo[3,2-e]pyridin-4-amine BrC1=C(N(C2=C1C(=C1C(=N2)CCCCC1)N)CCCN(C)C)C